C(C)(=O)NCCNC(=O)C=1N=C(OC1C1=C(C=CC=C1)[N+](=O)[O-])C1=CC=C(C=C1)C(F)(F)F N-(2-acetamidoethyl)-5-(2-nitrophenyl)-2-(4-(trifluoromethyl)phenyl)Oxazole-4-carboxamide